C(C1=CC=CC=C1)OC(=O)N1CC(CC1)(O)C1=CC=C(C=C1)Cl 3-(4-chlorophenyl)-3-hydroxy-pyrrolidine-1-carboxylic acid benzyl ester